CC1=NN(C=C1NC1=NC=C(C(=N1)NCCCN1C(CC=CC=C1)=O)C(F)(F)F)C1CCNCC1 1-(3-((2-((3-methyl-1-(piperidin-4-yl)-1H-pyrazol-4-yl)amino)-5-(trifluoromethyl)pyrimidin-4-yl)amino)propyl)azepin-2-one